C(C1=CC=CC=C1)N(C1=NC(=NC(=C1)N1CCOC2(C1)CCCCC2)C(F)(F)F)CC2CN(CCO2)S(=O)(=O)C N-benzyl-N-((4-(methylsulfonyl)morpholin-2-yl)methyl)-6-(1-oxa-4-azaspiro[5.5]undecan-4-yl)-2-(trifluoromethyl)pyrimidin-4-amine